2-(Methylsulfonylamino)oxazole-4-carboxylic acid CS(=O)(=O)NC=1OC=C(N1)C(=O)O